C(C1=CC=CC=C1)(=O)C=1C=C(C=CC1)[C@@H](C)NS(=O)(=O)CCCN1CCCC1 N-[(1R)-1-(3-benzoylphenyl)ethyl]-3-pyrrolidin-1-ylpropane-1-sulfonamide